(R)-3-(3-(1-(tert-Butoxycarbonyl)azetidin-3-yl)piperidin-1-yl)cyclobutane-1-carboxylic acid C(C)(C)(C)OC(=O)N1CC(C1)[C@@H]1CN(CCC1)C1CC(C1)C(=O)O